BrC1=C(C=CC=C1)C([C@@]1(C[C@H](N(C1)C(=O)OC(C)(C)C)C(N)=O)C(N)=O)(F)F t-butyl (2S,4R)-4-((2-bromophenyl)difluoromethyl)-2,4-dicarbamoylpyrrolidine-1-carboxylate